(R)-3-(3-(3-(7-aminothiazolo[5,4-D]pyrimidin-2-yl)-4-methylphenyl)isoxazol-5-yl)-3-hydroxy-1-methylpyrrolidin-2-one NC=1C2=C(N=CN1)SC(=N2)C=2C=C(C=CC2C)C2=NOC(=C2)[C@]2(C(N(CC2)C)=O)O